4-(2-fluoro-4-methylphenyl)-6,7-dimethyl-2-((2R,4R)-2-(1-methyl-1H-pyrazol-4-yl)tetrahydro-2H-pyran-4-yl)pyrido[2,3-d]pyrimidine FC1=C(C=CC(=C1)C)C=1C2=C(N=C(N1)[C@H]1C[C@@H](OCC1)C=1C=NN(C1)C)N=C(C(=C2)C)C